1-(7-(3-((2R,6S)-2,6-dimethylpiperazin-1-yl)propoxy)-1-methyl-1H-indazol-3-yl)dihydropyrimidine-2,4(1H,3H)-dione dihydrochloride Cl.Cl.C[C@H]1N([C@H](CNC1)C)CCCOC=1C=CC=C2C(=NN(C12)C)N1C(NC(CC1)=O)=O